Methyl 2,4-dihydroxy-5-isopropylbenzoate OC1=C(C(=O)OC)C=C(C(=C1)O)C(C)C